FC1(CC1)C(CC(C(=O)OCC)=NO)=O ethyl 4-(1-fluorocyclopropyl)-2-(hydroxyimino)-4-oxobutanoate